3-(4-methoxy-1H-indole-2-carbonyl)-3-azabicyclo[3.2.0]heptane-2-carboxamide COC1=C2C=C(NC2=CC=C1)C(=O)N1C(C2CCC2C1)C(=O)N